C12(CC3CC(CC(C1)C3)C2)CC(=O)NCCN2CCC(CC2)[C@H](C)N2C(=C(C3=CC=CC=C23)C(=O)NCC=2C(NC(=CC2C)C)=O)C 1-((S)-1-(1-(2-(2-((3s,5s,7S)-adamantan-1-yl)acetamido)ethyl)piperidin-4-yl)ethyl)-N-((4,6-dimethyl-2-oxo-1,2-dihydropyridin-3-yl)methyl)-2-methyl-1H-indole-3-carboxamide